5-(8,11,14-pentadecatrienyl)phenol C(CCCCCCC=CCC=CCC=C)C=1C=CC=C(C1)O